phosphonomaleic acid P(=O)(O)(O)/C(/C(=O)O)=C/C(=O)O